3α-(1H-Benzimidazol-1-yl)-17-(1H-benzimidazol-1-yl)androsta-5,16-dien N1(C=NC2=C1C=CC=C2)[C@H]2CC1=CC[C@H]3[C@@H]4CC=C([C@@]4(C)CC[C@@H]3[C@]1(CC2)C)N2C=NC1=C2C=CC=C1